8-methyl-2-[(5-methylpyridin-2-yl)methyl]-N-[(2S)-tetrahydrofuran-2-ylmethyl]-4,5-dihydro-2H-furo[2,3-g]indazole-7-carboxamide CC1=C(OC=2CCC3=CN(N=C3C21)CC2=NC=C(C=C2)C)C(=O)NC[C@H]2OCCC2